N1C=C(C2=CC=CC=C12)CC1N(CCC2=CC(=C(C=C12)OCC1=CC=CC=C1)OC)C=O 1-((1H-indol-3-yl)methyl)-7-benzyloxy-6-meth-oxy-3,4-dihydroisoquinoline-2(1H)-formaldehyde